[Pt](Cl)Cl.C1(=CC=CC=C1)C1=NC=CC=C1 2-phenylpyridine platinum dichloride